tert-butyl 6-[5-[5-[(1S)-1-(3,5-dichloropyridazin-4-yl)ethoxy]-1-tetrahydropyran-2-yl-indazol-3-yl]-2-pyridyl]-2,6-diazaspiro[3.3]heptane-2-carboxylate ClC=1N=NC=C(C1[C@H](C)OC=1C=C2C(=NN(C2=CC1)C1OCCCC1)C=1C=CC(=NC1)N1CC2(CN(C2)C(=O)OC(C)(C)C)C1)Cl